5-(benzyloxy)-2-(but-3-en-1-yl)-1-(4-(but-3-en-1-yl)-7,8-difluoro-6,11-dihydrodibenzo[b,e]thiepin-11-yl)-3-methyl-2,3-dihydro-1H-pyrido[2,1-f][1,2,4]triazine-4,6-dione C(C1=CC=CC=C1)OC=1C(C=CN2N(C(N(C(C21)=O)C)CCC=C)C2C1=C(SCC3=C2C=CC(=C3F)F)C(=CC=C1)CCC=C)=O